(2R,3S,5R)-5-(6-amino-2-fluoro-9H-purin-9-yl)-2-cyclopropyl-2-(hydroxymethyl)tetrahydrofuran-3-ol NC1=C2N=CN(C2=NC(=N1)F)[C@H]1C[C@@H]([C@](O1)(CO)C1CC1)O